4-(4-cyanobenzyloxy)phenylboronic acid pinacol ester C(#N)C1=CC=C(COC2=CC=C(C=C2)B2OC(C)(C)C(C)(C)O2)C=C1